N-iso-propyl-methacrylamide C(C)(C)NC(C(=C)C)=O